CC=1C=CC2=C(N=C(O2)C2=CC=C(C=C2)C=CC=2OC3=C(N2)C=C(C=C3)C)C1 5-methyl-2-[4-[2-(5-methylbenzoxazol-2-yl)vinyl]phenyl]benzoxazole